1-(3,4-difluorobenzyl)-1H-indole-5-carboxylic acid FC=1C=C(CN2C=CC3=CC(=CC=C23)C(=O)O)C=CC1F